bis(diethylamino)silane C(C)N(CC)[SiH2]N(CC)CC